ClC=1C=CC(=C(C1)N1[C@@H](CCC1)C)[N+](=O)[O-] (2R)-1-(5-Chloro-2-nitrophenyl)-2-methylpyrrolidine